4-[[4-(1-heptyloctoxy)-4-oxo-butyl]-[(1-methyl-4-piperidyl)sulfanylcarbonyl]amino]butanoic acid C(CCCCCC)C(CCCCCCC)OC(CCCN(CCCC(=O)O)C(=O)SC1CCN(CC1)C)=O